(R)-4-(5-(1-(2,4-difluorophenyl)-1-hydroxyethyl)pyrimidin-2-yl)-5,6-dihydropyridine-1(2H)-carboxylic acid tert-butyl ester C(C)(C)(C)OC(=O)N1CC=C(CC1)C1=NC=C(C=N1)[C@@](C)(O)C1=C(C=C(C=C1)F)F